NCCOCCOC1=CC2=C(N(CN2)C2=CC=C(C=C2)NC(=O)NC=2NN=C(C2)C(C)(C)C)C=C1 1-(4-{5-[2-(2-Amino-ethoxy)-ethoxy]-2,3-dihydro-benzoimidazol-1-yl}-phenyl)-3-(5-tert-butyl-2H-pyrazol-3-yl)-urea